5-chloro-2-{7-oxa-1-azaspiro[4.4]nonan-1-yl}aniline ClC=1C=CC(=C(N)C1)N1CCCC12COCC2